oxotris(t-butoxy)vanadium (IV) O=[V-](OC(C)(C)C)(OC(C)(C)C)OC(C)(C)C